(1r,2r)-2-(3-furanyl)cyclopropane-1-carboxylic acid O1C=C(C=C1)[C@H]1[C@@H](C1)C(=O)O